FC(C1(CC1)NCC1CC2(CN(C2)C(=O)OC(C)(C)C)C1)(F)F tert-butyl 6-[[1-(trifluoromethyl)cyclopropyl]amino methyl]-2-azaspiro[3.3]heptane-2-carboxylate